ClC(CCC1CC1)C=1C=C(C=CC1)NC(=O)C1=CC(=NN1C1=CC(=CC=C1)C#N)C(F)(F)F N-(3-(1-chloro-3-cyclopropylpropyl)phenyl)-1-(3-cyanophenyl)-3-(trifluoromethyl)-1H-pyrazole-5-carboxamide